4-acetylphenyl sulfate S(=O)(=O)(OC1=CC=C(C=C1)C(C)=O)[O-]